4-(7-(2-aminobenzo[d]thiazol-4-yl)-6-chloro-8-fluoro-2-(((S)-1-methylpyrrolidin-2-yl)methoxy)quinazolin-4-yl)-1,4-diazacycloheptan-2-one NC=1SC2=C(N1)C(=CC=C2)C2=C(C=C1C(=NC(=NC1=C2F)OC[C@H]2N(CCC2)C)N2CC(NCCC2)=O)Cl